5-chloro-N-(1-(methylsulfonyl)piperidin-4-yl)pyrimidin-2-amine ClC=1C=NC(=NC1)NC1CCN(CC1)S(=O)(=O)C